3-(5-(3,3-Difluoro-[4,1':4',4''-terpiperidin]-1''-yl)-3-methyl-2-oxo-2,3-dihydro-1H-benzo[d]imidazol-1-yl)piperidine-2,6-dione FC1(CNCCC1N1CCC(CC1)C1CCN(CC1)C1=CC2=C(N(C(N2C)=O)C2C(NC(CC2)=O)=O)C=C1)F